O.O.O.O.Cl[Mn]Cl The molecule is a hydrate that is the tetrahydrate form of manganese(II) chloride. It has a role as a nutraceutical and a MRI contrast agent. It is a hydrate, an inorganic chloride and a manganese coordination entity. It contains a manganese(II) chloride.